4-Amino-1-[(1'R,3'S,4'R)-3'-hydroxy-4'-(hydroxymethyl)-cyclopentyl]-1H-[1,3,5]triazin-2-one NC1=NC(N(C=N1)C1CC(C(C1)CO)O)=O